N12CCCC2C1C(=O)N azabicyclo[3.1.0]hexane-6-carboxamide